N-[3-(1,4-dimethyl-6-oxopyridazin-3-yl)phenyl]ethanesulfonamide CN1N=C(C(=CC1=O)C)C=1C=C(C=CC1)NS(=O)(=O)CC